OC=1C=C(C=CC1)CCC(=O)O 3-(3-hydroxyphenyl)propionic acid